(2R,3R,4S,5R)-2-(6-amino-5-nitro-pyrimidin-4-ylamino)-5-hydroxymethyl-tetrahydro-furan-3,4-diol NC1=C(C(=NC=N1)N[C@@H]1O[C@@H]([C@H]([C@H]1O)O)CO)[N+](=O)[O-]